cobalt(II) sulphate S(=O)(=O)([O-])[O-].[Co+2]